8-ethyl-6-fluoro-3,3-dimethyl-3,4-dihydroquinoxaline-2(1H)-thione C(C)C=1C=C(C=C2NC(C(NC12)=S)(C)C)F